2-fluoro-4-(1-(3-(7-fluoro-1-oxo-1,2-dihydroisoquinolin-3-yl)propyl)-1,2,3,6-tetrahydropyridin-4-yl)benzonitrile FC1=C(C#N)C=CC(=C1)C=1CCN(CC1)CCCC=1NC(C2=CC(=CC=C2C1)F)=O